(1R)-1-(2-chloro-5-fluoro-3-pyridinyl)ethanol ClC1=NC=C(C=C1[C@@H](C)O)F